3-methoxy-6-(trifluoromethyl)pyrazin COC=1C=NC(=CN1)C(F)(F)F